methyl-1-(5-cyano-2-pyridinyl)-1,2,4-triazole-3-carboxylate COC(=O)C1=NN(C=N1)C1=NC=C(C=C1)C#N